C(C)(C)(C)OC(=O)N1[C@H](C[C@@H](C1)N1N=C(C(=C1NCCCN1CCOCC1)C#N)Br)COC (2R,4S)-4-(3-bromo-4-cyano-5-[[3-(morpholin-4-yl)propyl]amino]pyrazol-1-yl)-2-(methoxymethyl)pyrrolidine-1-carboxylic acid tert-butyl ester